2-(2,8-diazaspiro[4.5]dec-2-yl)ethan-1-one hydrochloride Cl.C1N(CCC12CCNCC2)CC=O